C(CCCCCCC)[Si](OCCC)(OCCC)OCCC n-octyltri-n-propoxysilane